[Cl-].COC1=C2C(=CNC2=CC=C1)CC[NH+](C(C)C)C(C)C [2-(4-methoxy-1H-indol-3-yl)ethyl]bis(propan-2-yl)azanium chloride